FC1=CC=C(C=C1)C1=CC=2C(=NC=C(C2)C=2C=C(SC2)C(=O)N2CC(CC2)NS(=O)(=O)C)N1 N-(1-(4-(2-(4-fluorophenyl)-1H-pyrrolo[2,3-b]pyridin-5-yl)-thiophene-2-carbonyl)pyrrolidin-3-yl)methanesulfonamide